2-chloro-6-(3-chloro-5-fluoro-phenoxy)-3-(trifluoromethyl-sulfonyl)benzonitrile ClC1=C(C#N)C(=CC=C1S(=O)(=O)C(F)(F)F)OC1=CC(=CC(=C1)F)Cl